1-(2-fluoro-4-iodophenyl)pyrrolidine-3-carbaldehyde FC1=C(C=CC(=C1)I)N1CC(CC1)C=O